C(#N)C=1C=CC(=NC1)N1[C@H](CC[C@H]1C)C(=O)NC1=CC(=C(C=C1)C)C1=NC=C(C=N1)F (2R,5R)-1-(5-cyanopyridin-2-yl)-N-[3-(5-fluoropyrimidin-2-yl)-4-methylphenyl]-5-methylpyrrolidine-2-carboxamide